C[C@@]1([C@H]2C[C@H]3[C@@H](C(=O)C(=C([C@]3(C(=O)C2=C(C4=C1C=CC=C4O)O)O)O)C(=O)NCNCCCC[C@@H](C(=O)O)N)N(C)C)O The molecule is a tetracycline-based broad-spectrum antibiotic. It is approximately 5000 times more soluble than tetracycline base and is unique amongst tetracyclines in that it is absorbed by the "active transport" process across the intestinal wall. It has a role as a protein synthesis inhibitor, an antiprotozoal drug, an antibacterial drug and an antimicrobial agent. It is a member of tetracyclines and a tertiary alpha-hydroxy ketone.